FC(C1=CC=CC(=N1)C=O)F 6-(difluoromethyl)picolinaldehyde